Cl.O[C@@](C1=CC(=NC=C1)CCC(C)(O)C)(C1(CNC1)C)C1=CC=C(C=C1)C(C)C 4-{4-[(S)-Hydroxy-(4-isopropyl-phenyl)-(3-methyl-azetidin-3-yl)-methyl]-pyridin-2-yl}-2-methyl-butan-2-ol, hydrochloride salt